1,2,4-oxadiazol-5-yl-acetic acid ethyl ester C(C)OC(CC1=NC=NO1)=O